C(C)(C)P([C-]1C=CC=C1)C(C)C.[C-]1(C=CC=C1)P(C(C)C)C(C)C.[Fe+2] 1,1'-bis(di-isopropylphosphino)ferrocene